(4-Bromothiophen-2-yl)(phenyl)methanone BrC=1C=C(SC1)C(=O)C1=CC=CC=C1